7,12-dimethyl-benz(a)Anthracene CC=1C2=CC=C3C(=C2C(=C2C=CC=CC12)C)C=CC=C3